NC1=CC(=C(C(=C1)C(C)C)O)C(C)C 4-amino-2,6-diisopropylphenol